[SH3+].C1(=CC=CC=C1)[SH+]C1=CC=CC=C1 diphenylsulfonium sulfonium